2-((5-(5-(3,5-dichlorophenyl)-5-(trifluoromethyl)-4,5-dihydro-1H-pyrazol-3-yl)-1,3,4-oxadiazol-2-yl)thio)-N-(3,5-difluorophenyl)acetamide ClC=1C=C(C=C(C1)Cl)C1(CC(=NN1)C1=NN=C(O1)SCC(=O)NC1=CC(=CC(=C1)F)F)C(F)(F)F